Methyl 1-(2-chloroacetamido)cyclopropane-1-carboxylate ClCC(=O)NC1(CC1)C(=O)OC